ClC1=NC=C(C(=C1)C1=C(C=NC(=C1)C)C(=O)NC=1SC(=NN1)C1(CC1)C)OC 2'-chloro-5'-methoxy-6-methyl-N-(5-(1-methylcyclopropyl)-1,3,4-thiadiazol-2-yl)-(4,4'-bipyridine)-3-carboxamide